FC(C(C(C(C(C(C(C(F)(F)F)(F)F)(F)F)(F)F)(F)F)(F)F)(F)F)(F)F perfluoro-octane